N1(C=NC=C1)C(=O)N1CCC2(C3=C(N=CO2)N=CC=C3)CCC1 1-(1H-imidazole-1-carbonyl)spiro[azepane-4,4'-pyrido[2,3-d][1,3]oxazine]